C(C)(C)(C)NC1=C(C=C(C=C1)N)OC N1-tert-butyl-2-methoxybenzene-1,4-diamine